CC1=CC=CC1 methyl-cyclopentadien